6-methoxy-6-oxohexyl 2-(decylthio)hexanoate C(CCCCCCCCC)SC(C(=O)OCCCCCC(=O)OC)CCCC